n-butyl-ethanolamine C(CCC)C(O)CN